COC=1C=C(C(C(=O)O)=CC1)O.NCC(=O)NCC(=O)O glycylglycine, 4-methoxysalicylic acid salt